Cl.FC(CN[C@H]1C[C@H](NCC1)C1=CC=CC=C1)F (2S,4R)-N-(2,2-difluoroethyl)-2-phenylpiperidin-4-amine hydrochloride